1-{5-[(3-chlorobenzyl)oxy]-1-(3,4-dihydro-2H-chromen-2-ylmethyl)-1H-pyrazol-3-yl}-N-methylmethanamine ClC=1C=C(COC2=CC(=NN2CC2OC3=CC=CC=C3CC2)CNC)C=CC1